cyano-2'-((2-methyl-6-morpholinopyrimidin-4-yl)oxy)-[1,1'-biphenyl] C(#N)C1=C(C=CC=C1)C1=C(C=CC=C1)OC1=NC(=NC(=C1)N1CCOCC1)C